Isoamyl-aluminum dichloride C(CC(C)C)[Al](Cl)Cl